CCC(=C)C(=O)OC(=O)O carboxy ethyl acrylate